FC(OC=1C=CC=C2C=NN(C12)C1CCN(CC1)C(=O)OC(C)(C)C)F tert-butyl 4-[7-(difluoromethoxy)indazol-1-yl]piperidine-1-carboxylate